methyl O-(tert-butyldimethylsilyl)-N-(2-(3-((2-methoxyethoxy)methyl)phenyl)thiazole-4-carbonyl)-L-serinate [Si](C)(C)(C(C)(C)C)OC[C@H](NC(=O)C=1N=C(SC1)C1=CC(=CC=C1)COCCOC)C(=O)OC